FC=1C=C(C=CC1F)[C@H](N1N2C(C(N3[C@H]1COCC3)=O)=CC(C=C2)=O)C2=CC=CC=C2 (12aR)-12-[(R)-(3,4-Difluorophenyl)(phenyl)methyl]-3,4,12,12a-tetrahydro-1H-[1,4]oxazino[3,4-c]pyrido[2,1-f][1,2,4]triazin-6,8-dion